CN(CCCOC1=NC=C(C=C1NS(=O)(=O)N1CCC(CC1)C)C1=CC=2C3=C(C=NC2C=C1)N(C(C31CCC1)=O)C)C N-(2-(3-(Dimethylamino)propoxy)-5-(3'-methyl-2'-oxo-2',3'-dihydrospiro[cyclobutane-1,1'-pyrrolo[2,3-c]quinolin]-8'-yl)pyridin-3-yl)-4-methylpiperidine-1-sulfonamide